2-(2-(cyclopropanesulfonylamino)pyrimidin-4-yl)-N-(4-(6-ethoxypyrazin-2-yl)phenyl)-2-methylpropanamide C1(CC1)S(=O)(=O)NC1=NC=CC(=N1)C(C(=O)NC1=CC=C(C=C1)C1=NC(=CN=C1)OCC)(C)C